methyl 5-((2-((S)-(1-ethyl-1H-pyrazole-5-carboxamido)((1r,4S)-4-methylcyclohexyl)methyl)imidazo[1,2-b]pyridazin-6-yl)methyl)-4-oxo-3-azabicyclo[4.1.0]heptane-5-carboxylate C(C)N1N=CC=C1C(=O)N[C@H](C=1N=C2N(N=C(C=C2)CC2(C(NCC3CC23)=O)C(=O)OC)C1)C1CCC(CC1)C